ClC1=C(C(=CC=C1Cl)OC)C1CC2N(C(CN(C2)C(=O)OC(C)(C)C)=O)CC1 Tert-butyl 8-(2,3-dichloro-6-methoxyphenyl)-4-oxo-hexahydro-1H-pyrido[1,2-a]pyrazine-2-carboxylate